CN1N=CC(=C1)C=1C=CC=2N(C1)N=CC2C2CCN(CC2)C(=O)OC(C)(C)C tert-butyl 4-(6-(1-methyl-1H-pyrazol-4-yl)pyrazolo[1,5-a]pyridin-3-yl)piperidine-1-carboxylate